silicon eicosa-14-en CCCCCCCCCCCCCC=CCCCCC.[Si]